NC1(COC1)C1=NNC(C2=CC=C(C=C12)C=1C=NN(C1C1=C(C2=C(S1)C=CC=C2)C#N)C)=O 2-(4-(4-(3-aminooxetan-3-yl)-1-oxo-1,2-dihydrophthalazin-6-yl)-1-methyl-1H-pyrazol-5-yl)benzo[b]thiophene-3-carbonitrile